Cl.NC\C=C(\CN1N=NC2=C1C=C(C=C2C2=CC(=C(C=C2)OC)S(N(C)C)(=O)=O)C(=O)NC)/F (Z)-1-(4-amino-2-fluorobut-2-en-1-yl)-4-(3-(N,N-dimethylsulfamoyl)-4-methoxyphenyl)-N-methyl-1H-benzo[d][1,2,3]triazole-6-carboxamide hydrochloride